COC=1C=C2C(=NC=NC2=CC1OCCCN1CCN(CC1)C)C1=CC=C(C(=O)NCC2=CC=C(C=C2)C(F)(F)F)C=C1 4-(6-methoxy-7-(3-(4-methylpiperazin-1-yl)propoxy)quinazoline-4-yl)-N-(4-(trifluoromethyl)benzyl)benzamide